5-(3-chloroimidazo[1,2-a]pyrimidin-6-yl)-N-((1-fluorocyclobutyl)methyl)pyrrolo[2,1-f][1,2,4]triazin-2-amine ClC1=CN=C2N1C=C(C=N2)C=2C=CN1N=C(N=CC12)NCC1(CCC1)F